BrC=1C=C(C=CC1Cl)NC(CSC1=CC=C(C=C1)N1C(=NC2=CC=CC(=C2C1=O)OC)C)=O N-(3-bromo-4-chlorophenyl)-2-((4-(5-methoxy-2-methyl-4-oxoquinazolin-3(4H)-yl)phenyl)thio)acetamide